NC1(CCN(CC1)C(=O)OC(C)(C)C)CO tert-Butyl 4-amino-4-(hydroxymethyl)piperidine-1-carboxylate